(2-(4-amino-5-fluoropyrimidin-2-yl)octahydrocyclopenta[c]pyrrol-5-yl)(5-(5-fluoropyridin-3-yl)-4,5-dihydro-1H-pyrazol-1-yl)methanone NC1=NC(=NC=C1F)N1CC2C(C1)CC(C2)C(=O)N2N=CCC2C=2C=NC=C(C2)F